C(C)NC1=C(C=C(C(=O)OC)C=C1[N+](=O)[O-])OC methyl 4-(ethylamino)-3-methoxy-5-nitro-benzoate